6-butylthio-4-methylthiophenol C(CCC)SC1=CC(=CC=C1S)C